(S,E)-2-Amino-2-cyclopropylacetaldehyde N[C@H](C=O)C1CC1